7,12-dihydro-9-trifluoromethyl-indolo[3,2-d][1]benzazepin-6(5H)-one FC(C=1C=C2C(=CC1)NC1=C2CC(NC2=C1C=CC=C2)=O)(F)F